(R)-6-(5,6-dihydro-[1,2,4]triazolo[1,5-a]pyrazin-7(8H)-yl)-N-(1-(2-methyl-3-(trifluoromethyl)phenyl)ethyl)quinolin-4-amine N=1C=NN2C1CN(CC2)C=2C=C1C(=CC=NC1=CC2)N[C@H](C)C2=C(C(=CC=C2)C(F)(F)F)C